p-(2,3-epoxypropoxy)-N,N-di(2,3-epoxypropyl)aniline C(C1CO1)OC1=CC=C(N(CC2CO2)CC2CO2)C=C1